C(C)N(S(=O)(=O)NC=1C(=C(C(=O)N2C=CC=3C2=NC=C(C3)C3=CC=C(C=C3)N3CCNCC3)C(=CC1)F)F)C [3-[[ethyl(methyl)sulfamoyl]amino]-2,6-difluoro-benzoyl]-5-(4-piperazin-1-ylphenyl)-1H-pyrrolo[2,3-b]pyridine